(S)-2-methyl-4-(6-((1-methyl-1H-indazol-6-yl)methoxy)pyridin-2-yl)piperazine-1-carboxylic acid tert-butyl ester C(C)(C)(C)OC(=O)N1[C@H](CN(CC1)C1=NC(=CC=C1)OCC1=CC=C2C=NN(C2=C1)C)C